NC1=NC=2C=NC(=CC2C2=C1COC2)C(=O)N2[C@@H](COCC2)C2=C(C=C(C=C2)OC(F)(F)F)F (4-amino-1,3-dihydrofuro[3,4-c][1,7]naphthyridin-8-yl)((3R)-3-(2-fluoro-4-(trifluoromethoxy)phenyl)-4-morpholinyl)methanone